C(C1=CC=CC=C1)ON[C@@H]1CC[C@H](NC1)C(=O)N (2S,5R)-5-[(benzyloxy)amino]-piperidine-2-formamide